ClC1=C(C=CC=C1)C=1N(C2=C(CN(CC2)C2CC3=CC(=CC=C3CC2)COCCOC)N1)C 2-(2-chlorophenyl)-5-(7-((2-methoxyethoxy)methyl)-1,2,3,4-tetrahydronaphthalen-2-yl)-1-methyl-4,5,6,7-tetrahydro-1H-imidazo[4,5-c]pyridine